2-Amino-N-(cyclopropylmethyl)-7-fluoro-3-methyl-N-((2-(1-methylpiperidin-4-yl)benzo[d]thiazol-6-yl)methyl)quinoline-6-carboxamide NC1=NC2=CC(=C(C=C2C=C1C)C(=O)N(CC1=CC2=C(N=C(S2)C2CCN(CC2)C)C=C1)CC1CC1)F